(methoxyimino)-N-methyl-2-[[[1-[3-(trifluoromethyl)phenyl]ethoxy]imino]methyl]phenylacetamide CON=C(C(=O)NC)C1=C(C=CC=C1)C=NOC(C)C1=CC(=CC=C1)C(F)(F)F